FC1([C@@H](CN(C[C@@H]1CCCOC=1C=C(C=C2C=C(C(N(C12)C)=O)OCC(=O)NC)[N+](=O)[O-])C(=O)OC(C)(C)C)C)F tert-Butyl (3R,5S)-4,4-difluoro-3-methyl-5-[3-[[1-methyl-3-[2-(methylamino)-2-oxo-ethoxy]-6-nitro-2-oxo-8-quinolyl]oxy]propyl]piperidine-1-carboxylate